3,5,6-trihydroxy-2-(4-methyl-1-oxopentyl)-4,6-diprenylcyclohexa-2,4-dien-1-one OC1=C(C(C(C(=C1CC=C(C)C)O)(CC=C(C)C)O)=O)C(CCC(C)C)=O